FC(C=1C=C(NC2=NC=C(C=N2)C=2C=C(C=NC2)NC2CN(C2)C(C=C)=O)C=CC1)(F)F 1-[3-[[5-[2-[3-(trifluoromethyl)anilino]pyrimidin-5-yl]-3-pyridyl]amino]azetidin-1-yl]prop-2-en-1-one